3-{[([2,3'-bipyridine]-5'-yl)amino]methyl}-N-[(1S,2S)-2-hydroxycyclohexyl]-4-methylbenzamide N1=C(C=CC=C1)C=1C=NC=C(C1)NCC=1C=C(C(=O)N[C@@H]2[C@H](CCCC2)O)C=CC1C